1,1-diphenyl-N-(3-p-toluenesulfonyl-1,3,4,5-tetrahydrospiro[benzo[d]azepin-2,1'-cyclopropane]-7-yl)methylamine C1(=CC=CC=C1)C(C1=CC=CC=C1)NC1=CC2=C(CC3(CC3)N(CC2)S(=O)(=O)C2=CC=C(C)C=C2)C=C1